COC1=CC=CC=2C=3C=C4C(=C(C3NC12)C)CCNC4 7-methoxy-5-methyl-2,3,4,6-tetrahydro-1H-pyrido[4,3-b]carbazole